FC(C=1N=CC2=CC=C(C=C2C1)[C@H]1[C@@H](C1)C=1C=2N(N=C(C1)C=1C(NC(NC1)=O)=O)C=CN2)(F)F 5-(8-((1R,2R)-2-(3-(trifluoromethyl)isoquinolin-6-yl)cyclopropyl)imidazo[1,2-b]pyridazin-6-yl)pyrimidine-2,4(1H,3H)-dione